C(C=C)(=O)OCC1=C(C(=C(C(=C1Br)Br)Br)Br)Br penta-bromobenzyl acrylate